bromo-2-methyl-3-nitrobenzoic acid methyl ester COC(C1=C(C(=C(C=C1)Br)[N+](=O)[O-])C)=O